ClCC=1C=C(C2=C(OCO2)C1)[N+](=O)[O-] 6-(Chloromethyl)-4-nitrobenzo-[d][1,3]dioxole